C(#N)C1CC2(C1)CC(N(CC2)CC2=C1C=CNC1=C(C=C2OC)C)C2=CC=C(C(=O)N1CC3(C1)CC(C3)C(=O)O)C=C2 2-(4-(2-cyano-7-((5-methoxy-7-methyl-1H-indol-4-yl)methyl)-7-azaspiro[3.5]nonan-6-yl)benzoyl)-2-azaspiro[3.3]heptane-6-carboxylic acid